OC(CN(CCCCCCN(CC(C)O)CC(C)O)CC(C)O)C N,N,N',N'-tetrakis(2-hydroxypropyl)-1,6-diaminohexane